4-((3-(6,6-dimethyl-5-oxo-1,4-oxazepan-4-yl)propyl)amino)-2-((3-methyl-1-(1-methylpyrrolidin-3-yl)-1H-pyrazol-4-yl)amino)pyrimidine CC1(C(N(CCOC1)CCCNC1=NC(=NC=C1)NC=1C(=NN(C1)C1CN(CC1)C)C)=O)C